methyl 2-[[5-(cyclopropylmethoxy)-4-(3,4-dichlorophenyl)pyridine-2-carbonyl] amino]-2-ethylbutanoate C1(CC1)COC=1C(=CC(=NC1)C(=O)NC(C(=O)OC)(CC)CC)C1=CC(=C(C=C1)Cl)Cl